NC(=O)C1=CC=CC2=CN(N=C12)C1=CC=C(C[NH2+]C2C[NH+](CCC2)CC2=CC=CC=C2)C=C1 3-({4-[7-(aminocarbonyl)-2H-indazole-2-yl]benzyl}ammonio)-1-benzylpiperidinium